2-methylnonanal CC(C=O)CCCCCCC